C(C1=CC=CC=C1)OC1=CC=C2C(CCOC2=C1)(O)C1=C(C=C(C(=C1)F)N1CCC2(CC(C2)C(OC)OC)CC1)OC 7-(benzyloxy)-4-(4-(2-(dimethoxymethyl)-7-azaspiro[3.5]nonan-7-yl)-5-fluoro-2-methoxyphenyl)chroman-4-ol